BrCC1=C(C(=NN1C[C@@H](O[Si](C)(C)C(C)(C)C)C)OC(C)C)I [(1S)-2-[5-(bromomethyl)-4-iodo-3-isopropoxy-pyrazol-1-yl]-1-methyl-ethoxy]-tert-butyl-dimethyl-silane